C(#C)C1N(CCC1)C(=O)OC(C)(C)C tert-butyl 2-ethynylpyrrolidine-1-carboxylate